C1(CC1)CC1=NC(=CC=C1C1=NC2=C(N1C)C(=CC(=C2)C(=O)N2[C@@H]1CC[C@H](C2)[C@H]1N)OC)F (1R,4R,7R)-2-{2-[2-(Cyclopropylmethyl)-6-fluoropyridin-3-yl]-7-methoxy-1-methyl-1H-1,3-benzodiazole-5-carbonyl}-2-azabicyclo[2.2.1]heptan-7-amine